6-(benzylidene)-3-phenyladamantane-1-carboxylic acid C(C1=CC=CC=C1)=C1C2CC3(CC(CC1C3)(C2)C(=O)O)C2=CC=CC=C2